C(#N)C=1C=CC(=C(C(=O)NC2=CC(=C(C=C2)C(F)(F)F)C#N)C1)S(=O)(=O)C 5-cyano-N-(3-cyano-4-(trifluorometh-yl)phenyl)-2-(methylsulfonyl)benzamide